FC(COC1=C(C=CC=C1)C1=CC=CC=2C=C(OC21)C(=O)N)(F)F 7-[2-(2,2,2-trifluoroethoxy)phenyl]benzofuran-2-carboxamide